2-[4-fluoro-3-(trifluoromethyl)phenoxy]-N-(phenylmethyl)butanamide FC1=C(C=C(OC(C(=O)NCC2=CC=CC=C2)CC)C=C1)C(F)(F)F